(R)-2-ethyl-2,3-dihydronaphtho[2,1-f][1,4]oxazepin-4(5H)-carboxylic acid tert-butyl ester C(C)(C)(C)OC(=O)N1C[C@H](OC2=C(C1)C=CC1=CC=CC=C12)CC